C1(CC1)C(=O)N1CCCC2=CC(=CC=C12)C(C(=O)NC1=NC=C(C=C1)F)OC 2-(1-(cyclopropanecarbonyl)-1,2,3,4-tetrahydroquinolin-6-yl)-N-(5-fluoropyridin-2-yl)-2-methoxyacetamide